S1CCC2NC=CC=C21 tetrahydrothieno[3,2-b]pyridine